C([2H])([2H])([2H])I [2H3]methyl iodide